OCC(N)(CO)CO tris(hydroxymethyl)-aminomethan